(1-allyl)bis(methyl)imidazole C(C=C)N1C(=NC(=C1)C)C